N1C(=NC=2C=NC=CC21)C2=CC=CC(=N2)N2CCNCCC2 1-[6-{1H-Imidazo[4,5-c]pyridin-2-yl}pyridin-2-yl]-1,4-diazepane